OC1=CC=C(C=C1)CCCCCCCCCCCCCCCC(=O)OC methyl 16-(4-hydroxyphenyl)hexadecanoate